CP(C=1C(=CC=C2C(=CNC12)C1=NC(=NC=C1C(F)(F)F)N[C@@H]1C[C@H](CC1)N)C(=O)OC)(=O)C methyl 7-[dimethyl(oxo)-λ5-phosphoranyl]-3-(2-{[(1S,3S)-3-aminocyclopentyl]amino}-5-(trifluoromethyl)pyrimidin-4-yl)-1H-indole-6-carboxylate